N-[(1R)-5-bromo-2,3-dihydro-1H-inden-1-yl]-1-methyl-1H-pyrazole-5-carboxamide BrC=1C=C2CC[C@H](C2=CC1)NC(=O)C1=CC=NN1C